CN(C)CC1(CC12CCC2)COC=2N=C(C1=C(N2)C(=C(N=C1)C1=CC(=CC2=CC=C(C(=C12)CC)F)O)F)N1C[C@@](CCC1)(O)C (3R)-1-[2-[[2-[(dimethylamino)methyl]spiro[2.3]hexan-2-yl]methoxy]-7-(8-ethyl-7-fluoro-3-hydroxy-1-naphthyl)-8-fluoro-pyrido[4,3-d]pyrimidin-4-yl]-3-methyl-piperidin-3-ol